(R)-dimethyl 5-(1-benzyl-1H-naphtho[1,8-de][1,3,2]diazaborinin-2(3H)-yl)-4,7-dimethyl-6-(3-(4-phenyl-1H-1,2,3-triazol-1-yl)propyl)-1,3-dihydro-2H-indene-2,2-dicarboxylate C(C1=CC=CC=C1)N1B(NC2=C3C1=CC=CC3=CC=C2)C=2C(=C3CC(CC3=C(C2CCCN2N=NC(=C2)C2=CC=CC=C2)C)(C(=O)OC)C(=O)OC)C